4-(2-chloro-4-methoxy-5-methylphenyl)-N-[(1S)-2-cyclopropyl-1-(3-fluoro-4-methylphenyl)ethyl]-5-methyl-N-(prop-2-yn-1-yl)-1,3-thiazol-2-amine ClC1=C(C=C(C(=C1)OC)C)C=1N=C(SC1C)N(CC#C)[C@@H](CC1CC1)C1=CC(=C(C=C1)C)F